(2S)-2-[4-[(E)-3-(4-Methoxyphenyl)prop-2-enoyl]phenoxy]propanoic acid COC1=CC=C(C=C1)/C=C/C(=O)C1=CC=C(O[C@H](C(=O)O)C)C=C1